OC=1C=CC=C2C(=NN(C12)C)C1C(NC(CC1)=O)=O 3-(7-Hydroxy-1-methyl-1H-indazol-3-yl)piperidine-2,6-dione